E-4-methyl-5,6,7,8-tetrahydro-1,7-naphthyridin-2(1H)-one CC1=CC(NC=2CNCCC12)=O